FC=1C=C2C(C(=CN(C2=CC1N1CCN(CC1)CCOC1=CC=C(C=C1)[C@H](CN(C(C)=O)C)O)C1=CC=C(C=C1)F)C(=O)O)=O (R)-6-Fluoro-1-(4-fluorophenyl)-7-(4-(2-(4-(1-hydroxy-2-(N-methylacetamido)ethyl)phenoxy)ethyl)piperazin-1-yl)-4-oxo-1,4-dihydroquinoline-3-carboxylic acid